FC=1C=C(C=C(C1)F)C1=CC=CC(=N1)N 6-(3,5-difluorophenyl)pyridin-2-amine